NC1=CC=C(C(=C1C(=O)N(C)CCCN(C)C)F)C=1C(=C2C(=NC1)NC[C@]21C[C@](CC1)(C)C#N)Cl 6-Amino-3-((1R,3R)-4'-chloro-3-cyano-3-methyl-1',2'-dihydrospiro[cyclopentane-1,3'-pyrrolo[2,3-b]pyridin]-5'-yl)-N-(3-(dimethylamino)propyl)-2-fluoro-N-methyl-benzamide